C1(CCCCC1)CCN1CCN(CC1)C(=O)C1=CC=CC=C1 [4-(2-Cyclohexylethyl)piperazin-1-yl]-phenyl-methanon